(R)-pyrazolo[1,5-a]pyridin-3-yl(4-(4-(trifluoromethyl)pyrazolo[1,5-a]pyridin-2-yl)-6,7-dihydro-1H-imidazo[4,5-c]pyridin-5(4H)-yl)methanone N1=CC(=C2N1C=CC=C2)C(=O)N2[C@H](C1=C(CC2)NC=N1)C1=NN2C(C(=CC=C2)C(F)(F)F)=C1